lauranilide C(CCCCCCCCCCC)(=O)NC1=CC=CC=C1